10-(2-((1R,4R)-2-oxa-5-azabicyclo[2.2.1]heptan-5-yl)ethyl)-3,7-di(1H-indazol-5-yl)-10H-phenoxazine [C@H]12OC[C@H](N(C1)CCN1C3=CC=C(C=C3OC=3C=C(C=CC13)C=1C=C3C=NNC3=CC1)C=1C=C3C=NNC3=CC1)C2